5-((3aS,6aR)-1-(carboxymethyl)-2-oxohexahydro-1H-thieno[3,4-d]imidazol-4-yl)pentanoic acid C(=O)(O)CN1C(N[C@H]2[C@@H]1CSC2CCCCC(=O)O)=O